F[P-](F)(F)(F)(F)F.N1N=[N+](C=C1)[O-] 1H-1,2,3-triazole 3-oxide hexafluorophosphate